ClC=1C=C(C=C(C1)Cl)/C(/OC)=[N+](\C1=CC=CC=C1)/C (E)-[(3,5-dichlorophenyl)-methoxy-methylene]-methyl-phenylammonium